C(C)(C)(C)N1N=CC(=C1F)C(=O)NC1=C(C=C(C(=C1)C=1C=C(C=2N(C1)C=CN2)C2=NC=NC=C2)C)F 1-(Tert-butyl)-5-fluoro-N-(2-fluoro-4-methyl-5-(8-(pyrimidin-4-yl)imidazo[1,2-a]pyridin-6-yl)phenyl)-1H-pyrazole-4-carboxamide